C1(CCC1)C1=CC=C(O1)B(O)O 5-(CYCLOBUTYL)FURAN-2-BORONIC ACID